4-(benzo[d][1,3]dioxol-5-ylmethyl)-6-(3-isopropylphenyl)pyrimidine-2,4-diamine O1COC2=C1C=CC(=C2)CC2(NC(=NC(=C2)C2=CC(=CC=C2)C(C)C)N)N